Acrylic acid zirconium [Zr].C(C=C)(=O)O